N1CC(C1)NC1=C(C=CC2=CN(N=C12)CC1=C2C=CNC2=C(C=C1OC)C)C#N 7-(azetidin-3-ylamino)-2-((5-methoxy-7-methyl-1H-indol-4-yl)methyl)-2H-indazole-6-carbonitrile